5-chloro-2-(4,4-difluoroazepan-1-yl)-4-methylnicotinic acid ClC=1C=NC(=C(C(=O)O)C1C)N1CCC(CCC1)(F)F